COC=1C=C(C=CC1)N1N=C2C(C=NC(=C2)N2CC(CC2)S(=O)(=O)N(C)C)=C1 1-(2-(3-Methoxyphenyl)-2H-pyrazolo[4,3-c]pyridin-6-yl)-N,N-dimethylpyrrolidine-3-sulfonamide